4,4-bis(6-chloro-1H-indol-3-yl)N-(2-(ethylsulfanyl)phenyl)butanamide ClC1=CC=C2C(=CNC2=C1)C(CCC(=O)NC1=C(C=CC=C1)SCC)C1=CNC2=CC(=CC=C12)Cl